5-chloro-3-((difluoromethyl)thio)-2-phenyl-1-tosyl-1H-indole ClC=1C=C2C(=C(N(C2=CC1)S(=O)(=O)C1=CC=C(C)C=C1)C1=CC=CC=C1)SC(F)F